4-bromo-6-{3-[(R)-cyclobutyl(4-methyl-4H-1,2,4-triazol-3-yl)methyl]phenyl}-2-({[(3R)-oxolan-3-yl]amino}methyl)-1,6-dihydro-7H-pyrrolo[2,3-c]pyridin-7-one BrC=1C2=C(C(N(C1)C1=CC(=CC=C1)[C@H](C1=NN=CN1C)C1CCC1)=O)NC(=C2)CN[C@H]2COCC2